5-(3-chlorophenyl)-3-(trifluoromethyl)-1H-pyrazole-4-carbonitrile ClC=1C=C(C=CC1)C1=C(C(=NN1)C(F)(F)F)C#N